4-(4-(4-Carbamoylpiperidine-1-carbonyl)oxyphenyl)-2-[[(2S)-4-methyl-2-[[2-(2-methylphenoxy)acetyl]amino]pentanoyl]amino]propanoic acid C(N)(=O)C1CCN(CC1)C(=O)OC1=CC=C(C=C1)C(C[C@@H](C(=O)NC(C(=O)O)C)NC(COC1=C(C=CC=C1)C)=O)(C)C